O=C1NC2=CC=C(C=C2C12CCN(CC2)CCOC=2C=C1C(C(N(C1=CC2)C)=O)(C)C)C#N 2-oxo-1'-{2-[(1,3,3-trimethyl-2-oxoindol-5-yl)oxy]ethyl}-1H-spiro[indole-3,4'-piperidine]-5-carbonitrile